(1S,2S,5R)-1-hydroxy-N-(((1RS)-hydroxy-1,2,3,4-tetrahydronaphthalen-1-yl)methyl)-2-isopropyl-5-methylcyclohexane-1-carboxamide O[C@@]1([C@@H](CC[C@H](C1)C)C(C)C)C(=O)NC[C@]1(CCCC2=CC=CC=C12)O |&1:15|